4-(tert-butyl) 2-ethyl thiomorpholine-2,4-dicarboxylate 1,1-dioxide N1(CC(S(CC1)(=O)=O)C(=O)OCC)C(=O)OC(C)(C)C